ClC=1C=C(C=CC1)[C@@H](CO)NC(=O)C1=CN(C=C1)C1=NC(=NC=C1C)NC(C)C1CCOCC1 1-{5-methyl-2-[1-(tetrahydro-pyran-4-yl)-ethylamino]-pyrimidin-4-yl}-1H-pyrrole-3-carboxylic acid [(S)-1-(3-chloro-phenyl)-2-hydroxy-ethyl]-amide